COC=1N=CC2=C(N1)CNCC2 2-methoxy-5,6,7,8-Tetrahydropyrido[3,4-d]pyrimidine